FC1=CC=C(N1[C@H](C)C1=CC=CC=C1)C(=O)O (R)-5-fluoro-1-(1-phenylethyl)-1H-pyrrole-2-carboxylic acid